3-[3-[(4R)-2-[5-[(4,6-difluoro-1H-indol-5-yl)oxy]-2-fluoro-phenyl]-5-methyl-3,4,6,7-tetrahydroimidazo[4,5-c]pyridin-4-yl]-2-fluoro-phenyl]propanoic acid FC1=C2C=CNC2=CC(=C1OC=1C=CC(=C(C1)C1=NC2=C([C@H](N(CC2)C)C=2C(=C(C=CC2)CCC(=O)O)F)N1)F)F